C(C)(C)(C)OC1CCN(CC1)[C@H]1[C@@H](CCC1)OC=1C=C2CN(C(C2=CC1)=O)C1C(NC(CC1)=O)=O 3-(5-(((1R,2R)-2-(4-(tert-butoxy)piperidin-1-yl)cyclopentyl)oxy)-1-oxoisoindolin-2-yl)piperidine-2,6-dione